Ethyl (S)-1-chloro-3-(cyclobutylamino)-4-oxo-4,6,7,8-tetrahydropyrrolo[1,2-a]pyrazine-6-carboxylate ClC1=C2N(C(C(=N1)NC1CCC1)=O)[C@@H](CC2)C(=O)OCC